N(O)O iminoalcohol